N1(CCCC2CCCCC12)C(CN1C(NC(C1=O)(C1=CC2=CC=CC=C2C=C1)C)=O)=O 3-[2-(decahydroquinolin-1-yl)-2-oxoethyl]-5-methyl-5-(naphthalen-2-yl)imidazolidine-2,4-dione